C1(CC1)C1=CC(=C(C=C1)N(C(=O)N1[C@@H](CCC1)C(=O)OC)C(C(=O)NC1CCC(CC1)(F)F)C=1C=NC=CC1C(F)(F)F)F methyl (2S)-1-[(4-cyclopropyl-2-fluoro-phenyl)-[2-[(4,4-difluorocyclohexyl)amino]-2-oxo-1-[4-(trifluoromethyl)-3-pyridyl]ethyl]carbamoyl]pyrrolidine-2-carboxylate